3-(4-(((1r,4r)-4-((3,3-difluorobutyl)amino)cyclohexyl)(spiro[3.3]heptan-2-ylmethyl)amino)-1-oxoisoindolin-2-yl)piperidine-2,6-dione FC(CCNC1CCC(CC1)N(C1=C2CN(C(C2=CC=C1)=O)C1C(NC(CC1)=O)=O)CC1CC2(C1)CCC2)(C)F